1-(3-bromo-5,6-dihydro-[1,2,4]triazolo[4,3-a]pyrazin-7(8H)-yl)ethane BrC1=NN=C2N1CCN(C2)CC